2-fluoro-4-methyl-5-(5-morpholino-6-(2-((tetrahydro-2H-pyran-2-yl)oxy)ethoxy)pyridin-3-yl)aniline FC1=C(N)C=C(C(=C1)C)C=1C=NC(=C(C1)N1CCOCC1)OCCOC1OCCCC1